2-chloro-5-fluoro-4-{[2-methoxy-4-(pyridin-4-yl)phenyl]amino}pyrimidine ClC1=NC=C(C(=N1)NC1=C(C=C(C=C1)C1=CC=NC=C1)OC)F